BrC1=C(C(=C(C2=CC=CC=C12)Br)C1=CC=CC=C1)C1=CC=CC=C1 1,4-dibromo-2,3-diphenylnaphthalene